N-n-heptyl-methacrylamide C(CCCCCC)NC(C(=C)C)=O